COCC1C(NCC(N1)C)=O 3-(methoxymethyl)-5-methylpiperazin-2-one